OC1=CC=C(C=C1)SCOOC=CSC1=CC=C(C=C1)O 1,5-bis(4-hydroxyphenyl-thio)-2,3-dioxapentene